tert-butyl benzyl(3-bromo-4-(2-chloroethylamino)phenyl)carbamate C(C1=CC=CC=C1)N(C(OC(C)(C)C)=O)C1=CC(=C(C=C1)NCCCl)Br